CN(CCCOC1=CC=C(C=C1)S(=O)(=O)NCCCC1=CC=CC=C1)C 4-(3-(dimethylamino)propoxy)-N-(3-phenylpropyl)benzenesulfonamide